F[C@H](CNC(=O)C1=C(C=2N(N=C1)C=C(C2)C=2C=NC=CC2)NC2CCOCC2)C(C)(C)O (R)-N-(2-fluoro-3-hydroxy-3-methylbutyl)-6-(pyridin-3-yl)-4-((tetrahydro-2H-pyran-4-yl)amino)pyrrolo[1,2-b]pyridazine-3-carboxamide